N[C@@H](CCCCNC([C@H](CCCCNC(CC[C@H](NC(CCCCCCCCCCCCCCCCCCC(OC(C)(C)C)=O)=O)C(=O)OC(C)(C)C)=O)NC(=O)OC(C)(C)C)=O)C(=O)O (25S,34S,41S)-41-amino-25-(tert-butoxycarbonyl)-34-((tert-butoxycarbonyl)amino)-2,2-dimethyl-4,23,28,35-tetraoxo-3-oxa-24,29,36-triazadotetracontan-42-oic acid